4-amino-5-(5-(5-methyl-2,5-diazabicyclo[2.2.2]octan-2-yl)-3H-imidazo[4,5-b]pyridin-2-yl)thieno[2,3-b]pyridin-6(7H)-one NC=1C2=C(NC(C1C1=NC=3C(=NC(=CC3)N3C4CN(C(C3)CC4)C)N1)=O)SC=C2